FC1=CC(=C(C=C1)N1CN(C(C2=C(C=CC=C12)C(F)(F)F)=O)C=1C=NC(=CC1)OC)C 1-(4-fluoro-2-methylphenyl)-3-(6-methoxypyridin-3-yl)-5-(trifluoromethyl)-2,3-dihydroquinazolin-4(1H)-one